methyl (R)-1-(4-(2,6-bis(benzyloxyl)pyridin-3-yl)-3,5-difluorophenyl)pyrrolidine-3-carboxylate C(C1=CC=CC=C1)OC1=NC(=CC=C1C1=C(C=C(C=C1F)N1C[C@@H](CC1)C(=O)OC)F)OCC1=CC=CC=C1